CC=1C=CC(=C(C(=O)O)C1)C(NC1=NC(=CC=C1)C)=O 5-methyl-2-((6-methylpyridin-2-yl)carbamoyl)benzoic acid